NC(C[C@@H](C#C)NC(=O)[C@H]1N(CCC1)C(=O)C1(CC(C1)OC)C1=CC=C(C=C1)OC(F)(F)F)=O E-(2S)-N-[(1S)-1-(2-Amino-2-oxo-ethyl)prop-2-ynyl]-1-[3-methoxy-1-[4-(trifluoromethoxy)phenyl]cyclobutanecarbonyl]pyrrolidine-2-carboxamide